Methyl 5-chloro-4-(3-((((5-(chloromethyl)-1-methyl-1H-pyrazol-3-yl)methyl)thio)methyl)-1,5-dimethyl-1H-pyrazol-4-yl)-1-(3-methoxy-3-oxopropyl)-3-ethyl-1H-indole-2-carboxylate ClC=1C(=C2C(=C(N(C2=CC1)CCC(=O)OC)C(=O)OC)CC)C=1C(=NN(C1C)C)CSCC1=NN(C(=C1)CCl)C